CC1OC2=C3C(N4CC5CCC(C14)N5C(=O)[O-])=NC=NC3=CC(=N2)C2=CC=CC3=CC=CC(=C23)C#C[Si](C(C)C)(C(C)C)C(C)C 5-methyl-2-(8-((triisopropylsilyl) ethynyl) naphthalen-1-yl)-5a,6,7,8,9,10-hexahydro-5H-4-oxa-3,10a,11,13,14-pentaaza-6,9-methanonaphtho[1,8-ab]heptalene-14-carboxylate